monobutyl phthalate (Monobutyl phthalate) C(CCC)C1=C(C(C(=O)O)=CC=C1)C(=O)O.C(C=1C(C(=O)O)=CC=CC1)(=O)OCCCC